Potassium 4-((2-ethylhexyl)sulfonyl)phenyl sulfate S(=O)(=O)(OC1=CC=C(C=C1)S(=O)(=O)CC(CCCC)CC)[O-].[K+]